N-(3-(5-chloro-2-methoxyphenyl)-1-(2-(isopropyl(methyl)amino)-2-oxoethyl)-1H-pyrazol-4-yl)pyrazolo[1,5-a]pyrimidine-3-carboxamide ClC=1C=CC(=C(C1)C1=NN(C=C1NC(=O)C=1C=NN2C1N=CC=C2)CC(=O)N(C)C(C)C)OC